[2-(aminomethyl)-3,3-difluoro-allyl]-4-[[6-[6-(dimethylamino)-3-pyridinyl]benzothien-2-yl]methyl]-1,2,4-triazol-3-one trifluoroacetate salt FC(C(=O)O)(F)F.NCC(CC=1N(C(NN1)=O)CC=1SC2=C(C1)C=CC(=C2)C=2C=NC(=CC2)N(C)C)=C(F)F